C(C1=CC=CC=C1)O[C@H](COCCOCCN1N=CC(=N1)C1=NN(C2=CC=C(C=C12)O[Si](C)(C)C(C)(C)C)C1OCCCC1)C [3-[2-[2-[2-[(2S)-2-benzyloxypropoxy]ethoxy]ethyl]triazol-4-yl]-1-tetrahydropyran-2-yl-indazol-5-yl]oxy-tert-butyl-dimethyl-silane